C(C)(C)(C)OC1=NC(=NN2C1=NC=C2C(O)C2=CC=CC1=C2CCO1)OC[C@H]1N(CCC1)C (4-(tert-butoxy)-2-(((S)-1-methylpyrrolidin-2-yl)methoxy)imidazo[2,1-f][1,2,4]Triazin-7-yl)(2,3-dihydrobenzofuran-4-yl)methanol